ClC1=C(N(N=C1C(F)(F)F)C1=CC(=CC=C1)C(NC1=CC2=C(OC(O2)(F)F)C=C1)=O)COC1=CC=C(C(=O)O)C=C1 4-[[4-chloro-2-[3-[(2,2-difluoro-1,3-benzodioxol-5-yl)carbamoyl]phenyl]-5-(trifluoromethyl)pyrazol-3-yl]methoxy]benzoic acid